1-(4-(2-(4-chlorophenyl)but-3-yn-2-yl)thiazol-2-yl)-3-((3-hydroxyazetidin-3-yl)methyl)urea ClC1=CC=C(C=C1)C(C)(C#C)C=1N=C(SC1)NC(=O)NCC1(CNC1)O